NC1=NN2C(N=C(C=C2)C=2C=C3CN(C(C3=C(C2)S(NC)(=O)=O)=O)[C@@H](C)C2CC2)=C1C(=O)NC=1C=NN(C1)C 2-amino-5-{2-[(1S)-1-cyclopropylethyl]-7-(methylsulfamoyl)-1-oxo-2,3-dihydro-1H-isoindol-5-yl}-N-(1-methyl-1H-pyrazol-4-yl)pyrazolo[1,5-a]pyrimidine-3-carboxamide